N(=C=O)CC1=CC(=C(C=C1)Cl)CN=C=O 1,3-Bis(isocyanatomethyl)-4-chlorobenzol